C(=O)(O)[C@H](CC(=O)C1=CC2=C(S1)C=C(C(=C2F)OCCCOC2=CC1=C(SC(=C1)C(C[C@@H](C(=O)O)C)=O)C=C2NC)OC)C (S)-4-(5-(3-((2-((S)-3-carboxybutanoyl)-4-fluoro-6-methoxybenzo[b]thiophen-5-yl)oxy)propoxy)-6-(methylamino)benzo[b]thiophen-2-yl)-2-methyl-4-oxobutanoic acid